OC1CCC(CC1)N[C@@H]1C[C@@H](N(C2=CC=CC=C12)C(CC)=O)C |o1:8,10| 1-((2S*,4R*)-4-(((1s,4s)-4-hydroxycyclohexyl)amino)-2-methyl-3,4-dihydroquinolin-1(2H)-yl)propan-1-one